BrC=1C=C2C(=NC1)CN(C2)C(=O)OC(C)(C)C tert-Butyl 3-bromo-5,7-dihydro-6H-pyrrolo[3,4-b]pyridine-6-carboxylate